BrC1=C2C=CC=CC2=CC2=C1OC1=C2C=CC=C1 6-bromonaphtho[2,3-B]benzofuran